5-(3-(cyclobutylmethyl)-6-(3,5-dimethylisoxazol-4-yl)-1H-pyrrolo[3,2-b]pyridin-1-yl)pyridin-2-ol C1(CCC1)CC1=CN(C=2C1=NC=C(C2)C=2C(=NOC2C)C)C=2C=CC(=NC2)O